(R)-(5-isopropyl-1,3,4-oxadiazol-2-yl)(4-(7-methylpyrazolo[1,5-a]pyridin-2-yl)-6,7-dihydro-1H-imidazo[4,5-c]pyridin-5(4H)-yl)methanone C(C)(C)C1=NN=C(O1)C(=O)N1[C@H](C2=C(CC1)NC=N2)C2=NN1C(C=CC=C1C)=C2